BrC1=C(N=C(C=2N1N=CC2)N2CCC1(CC2)[C@@H](C=2C(=NC=CC2)O1)N[S@](=O)C(C)(C)C)C (R)-N-[(3R)-1'-(7-bromo-6-methyl-pyrazolo[1,5-a]pyrazin-4-yl)spiro[3H-furo[2,3-b]pyridin-2,4'-piperidin]-3-yl]-2-methyl-propane-2-sulfinamide